2,3,6-trimethylstyrene CC1=C(C=C)C(=CC=C1C)C